1-(3-methoxy-5-methylphenyl)butan-2-one ethyl-5-(phenylamino)-2-{[2-(trimethylsilyl)ethoxy]methyl}pyrazole-3-carboxylate C(C)OC(=O)C=1N(N=C(C1)NC1=CC=CC=C1)COCC[Si](C)(C)C.COC=1C=C(C=C(C1)C)CC(CC)=O